(S)-2-Chloro-N-(4-(2-fluoroacetimidamido)-1-(5-(m-tolyl)oxazol-2-yl)butyl)-6-methoxybenzamide ClC1=C(C(=O)N[C@@H](CCCNC(CF)=N)C=2OC(=CN2)C=2C=C(C=CC2)C)C(=CC=C1)OC